C(C)(C)(C)OC(=O)N1C=C(C2=CC=CC=C12)C1=CN(C=2N=CN=C(C21)N)CC(=O)N2[C@@H](C[C@H](C2)F)C(NCC2=C(C(=CC=C2)Cl)F)=O 3-(4-amino-7-(2-((2S,4R)-2-((3-chloro-2-fluorobenzyl)carbamoyl)-4-fluoropyrrolidin-1-yl)-2-oxoethyl)-7H-pyrrolo[2,3-d]Pyrimidin-5-yl)-1H-indole-1-carboxylic acid tert-butyl ester